NC1=C2N=CN(C2=NC(=N1)F)C1C(C(C(O1)COC(C1=CC=CC=C1)(C1=CC=C(C=C1)OC)C1=CC=C(C=C1)OC)OP(OCCC#N)N(C(C)C)C(C)C)OC 3-[[5-(6-amino-2-fluoro-purin-9-yl)-2-[[bis(4-methoxyphenyl)-phenyl-methoxy]methyl]-4-methoxy-tetrahydrofuran-3-yl]oxy-(diisopropylamino)phosphanyl]oxypropanenitrile